CN1C(C(N(CC1)C1=NC=2N(C(=C1)N1CCOCC1)N=C(C2)C2=CC=NC=C2)=O)C2=CC=CC=C2 4-methyl-1-(7-morpholino-2-(pyridin-4-yl)pyrazolo[1,5-a]pyrimidin-5-yl)-3-phenylpiperazin-2-one